(1s,4s)-4-((5-((5-Cyclopropyl-1-methyl-1H-pyrazol-4-yl)ethynyl)-2-((2-(1-(cyclopropylsulfonyl)-1H-pyrazol-4-yl)pyrimidin-4-yl)amino)pyridin-4-yl)amino)cyclohexan-1-ol C1(CC1)C1=C(C=NN1C)C#CC=1C(=CC(=NC1)NC1=NC(=NC=C1)C=1C=NN(C1)S(=O)(=O)C1CC1)NC1CCC(CC1)O